N-(4-(4-(cyclobutylsulfonylamino)-3-ethylphenyl)-1H-pyrrolo[2,3-b]pyridin-6-yl)cyclopropylcarboxamide C1(CCC1)S(=O)(=O)NC1=C(C=C(C=C1)C1=C2C(=NC(=C1)NC(=O)C1CC1)NC=C2)CC